((2S)-1,4-dioxan-2-yl)methyl 4-methylbenzenesulfonate CC1=CC=C(C=C1)S(=O)(=O)OC[C@H]1OCCOC1